1-[((3S,4R)-3-(3-Fluorophenyl)-4-{[3-exo-(2-methyl-1H-benzimidazol-1-yl)-8-azabicyclo[3.2.1]oct-8-yl]methyl}pyrrolidin-1-yl)methyl]cyclohexanecarboxylic acid FC=1C=C(C=CC1)[C@H]1CN(C[C@@H]1CN1C2CC(CC1CC2)N2C(=NC1=C2C=CC=C1)C)CC1(CCCCC1)C(=O)O